4-{[dimethyl(oxido)-λ6-sulfanylidene]amino}-2-(morpholin-4-yl)-8-[1-(tetrahydro-2H-pyran-2-yl)-1H-pyrazol-5-yl]-1,7-naphthyridine CS(=O)(C)=NC1=CC(=NC2=C(N=CC=C12)C1=CC=NN1C1OCCCC1)N1CCOCC1